C(C1=CC=CC=C1)[C@H](NC(CNC(CNC([C@H](CCCCNC(COCCOCCOCCOCCOCCOCCOCCOCCOCCOC)=O)NC(=O)OCC1=CC=CC=C1)=O)=O)=O)C(=O)OC(C)(C)C (37S,46S)-tert-butyl 46-benzyl-37-(((benzyloxy) carbonyl) amino)-31,38,41,44-tetraoxo-2,5,8,11,14,17,20,23,26,29-decaoxa-32,39,42,45-tetraazaheptatetracontan-47-oate